1-(3-methylpyridin-2-yl)-3-(2-fluorophenyl)urea CC=1C(=NC=CC1)NC(=O)NC1=C(C=CC=C1)F